C(CCCCCCCCC)(=O)OC[C@H](OC(CCCCCCCCC)=O)CO |r| (±)-1,2-Didecanoylglycerol